C(C)(C)(C)[Si](OC=1C=C(C=CC1)CNC(=S)C1=CN=C2N1N=C(C=C2)N2[C@H](CCC2)C2=C(C=CC(=C2)F)SC)(C)C N-({3-[(tertbutyldimethylsilyl)oxy]phenyl}methyl)-6-[(2R)-2-[5-fluoro-2-(methylsulfanyl)phenyl]pyrrolidin-1-yl]imidazo[1,2-b]pyridazine-3-carbothioamide